Diphenyl cyanocarbonimidate C1=CC=C(C=C1)OC(=NC#N)OC2=CC=CC=C2